FCCOC1CCN(CC1)C(=O)OC(C)(C)C tert-butyl 4-(2-fluoroethoxy)piperidine-1-carboxylate